FC1=CC(=C(C=C1)CC(=O)OCC)O ethyl 2-(4-fluoro-2-hydroxyphenyl)acetate